tert-butyl 6-(2-(adamantan-2-ylamino)-2-oxoethyl)-1,2,6-thiadiazinane-2-carboxylate-1,1-dioxide C12C(C3CC(CC(C1)C3)C2)NC(CN2CCCN(S2(=O)=O)C(=O)OC(C)(C)C)=O